CC(CCCCCCCCC(=O)OCCCCCCCN(CCCCO)CCCCCCCOC(C(CCCCCCCCF)CCCCCCCC)=O)C 7-((7-((10-fluoro-2-octyldecanoyl)oxy)heptyl)(4-hydroxybutyl)amino)heptyl 10-methylundecanoate